4-Amino-2,5-bis(trifluoromethyl)nicotinaldehyde NC1=C(C=NC(=C1C=O)C(F)(F)F)C(F)(F)F